(2S)-4-[(4-methoxyphenyl)methoxy]butane-1,2-diol COC1=CC=C(C=C1)COCC[C@@H](CO)O